Benzyl (4S)-4-[(2S)-3-(benzyloxy)-2-(6-methylheptanamido)propanamido]-2,2,6-trimethyl-3-oxoheptanoate C(C1=CC=CC=C1)OC[C@@H](C(=O)N[C@H](C(C(C(=O)OCC1=CC=CC=C1)(C)C)=O)CC(C)C)NC(CCCCC(C)C)=O